ClC1=C(C#N)C=CC(=C1)N1CC2(C[C@H]1C)CCN(CC2)C2=CC=C(C=C2)C(=O)N2CCC1(CC(C1)N1CCN(CC1)C1=CC=C(C=C1)[C@@H]1C(NC(CC1)=O)=O)CC2 2-Chloro-4-((R)-8-(4-(2-(4-(4-((R)-2,6-dioxopiperidin-3-yl)phenyl)piperazin-1-yl)-7-azaspiro[3.5]nonane-7-carbonyl)phenyl)-3-methyl-2,8-diazaspiro[4.5]decan-2-yl)benzonitrile